FC1=C(CNC2=C3N=CN(C3=NC(=N2)C=2C=NC=C(C2)C)[C@H]2[C@@H]([C@@H]([C@H](O2)C(=O)NC)O)O)C=C(C=C1)C (2S,3S,4R,5R)-5-(6-(2-fluoro-5-methylbenzylamino)-2-(5-methylpyridin-3-yl)-9H-purin-9-yl)-3,4-dihydroxyl-N-methyl-tetrahydrofuran-2-formamide